P(=O)(OCC)(OCC)OCCCN=C=S Diethyl (3-isothiocyanatopropyl) phosphate